(S)-2-(1-hydroxypentan-2-yl)-6-((5-methyl-3-(6-methylpyridin-3-yl)isoOxazol-4-yl)methoxy)-1H-pyrrolo[3,4-c]Pyridin-3(2H)-one OC[C@H](CCC)N1C(C=2C=NC(=CC2C1)OCC=1C(=NOC1C)C=1C=NC(=CC1)C)=O